FC=1C=CC=C2C=C(C=NC12)C1C2(CC1)OC1=C(C=N2)C=CC=C1 (8-fluoro-3-quinolinyl)spiro[1,3-benzoOxazine-2,1'-cyclobutane]